1-cyclopropyl-N-[(3S)-5-methyl-4-oxo-2,3-dihydro-1,5-benzoxazepin-3-yl]pyrazolo[4,3-c]pyridine-6-carboxamide C1(CC1)N1N=CC=2C=NC(=CC21)C(=O)N[C@H]2COC1=C(N(C2=O)C)C=CC=C1